1-(oxan-2-yl)-1H-pyrazol-4-ol O1C(CCCC1)N1N=CC(=C1)O